C1(CCCC1)NC(C(CCCC(=O)N)=O)=O N6-cyclopentyl-5-oxohexanediamide